1,3-Dimethylbenzimidazolium formate C(=O)[O-].C[N+]1=CN(C2=C1C=CC=C2)C